6-chloro-N-((4r,5s,7r,8r,9s,10r)-8,10-dihydroxy-7-(hydroxymethyl)-9-(4-(3,4,5-trifluorophenyl)-1H-1,2,3-triazol-1-yl)-1,6-dioxaspiro[4.5]dec-4-yl)-2-naphthamide ClC=1C=C2C=CC(=CC2=CC1)C(=O)N[C@@H]1CCO[C@]12O[C@@H]([C@@H]([C@@H]([C@H]2O)N2N=NC(=C2)C2=CC(=C(C(=C2)F)F)F)O)CO